cobalt palmitate C(CCCCCCCCCCCCCCC)(=O)[O-].[Co+2].C(CCCCCCCCCCCCCCC)(=O)[O-]